3-(7-(4-(4-(3-bromo-2-methylphenoxy)phenethyl)piperazin-1-yl)-1-methyl-1H-indazol-3-yl)piperidine-2,6-dione BrC=1C(=C(OC2=CC=C(CCN3CCN(CC3)C=3C=CC=C4C(=NN(C34)C)C3C(NC(CC3)=O)=O)C=C2)C=CC1)C